3,5-dichloro-N-[(1,3-thiazol-2-yl)methyl]thieno[3,2-b]pyridin-7-amine ClC1=CSC=2C1=NC(=CC2NCC=2SC=CN2)Cl